O1C2=C(OCC1)C=C(C=C2)C2=C1C=CN(C1=CC=C2)C2=CC=C(CNC[C@@H]1CCC(N1)=O)C=C2 (S)-5-(((4-(4-(2,3-dihydrobenzo[b][1,4]dioxin-6-yl)-1H-indol-1-yl)benzyl)amino)methyl)pyrrolidin-2-one